ClC1=C(C=C(C=C1)C1=CC(=NC=C1)N(C)C(C)C)CC(C(=O)NC1=CC=C(C=C1)C=1N(C=NC1)C)NC(=O)C=1N(N=CC1)C N-[1-[[2-chloro-5-[2-[isopropyl(methyl)amino]-4-pyridyl]phenyl]methyl]-2-[4-(3-methylimidazol-4-yl)anilino]-2-oxo-ethyl]-2-methyl-pyrazole-3-carboxamide